FC=1C=C(C=NC1C)C1=NOC(=C1COC1=CC=C(C=N1)C(=O)N[C@@H](CCC)CO)C 6-((3-(5-Fluoro-6-methyl-3-pyridyl)-5-methyl-isoxazol-4-yl)methoxy)-N-((1S)-1-(hydroxymethyl)butyl)pyridin-3-carboxamid